7-tosyl-7H-pyrrolo[2,3-d]pyrimidin-4-amine S(=O)(=O)(C1=CC=C(C)C=C1)N1C=CC2=C1N=CN=C2N